1,2-Bis(bromomethyl)-4-methyl-5-nitrobenzene BrCC1=C(C=C(C(=C1)[N+](=O)[O-])C)CBr